6-(3,5-difluoroanilino)-3-methoxy-N-[1-(5-methyloxazol-2-yl)ethyl]pyridine-2-carboxamide FC=1C=C(NC2=CC=C(C(=N2)C(=O)NC(C)C=2OC(=CN2)C)OC)C=C(C1)F